N1=C(C=CC=C1)C=1C2=CC=CC=C2N=C2C=CC(=CC12)C 9-(2-pyridyl)-2-methyl-acridine